methyl 5-{5-fluoro-3-[(6-fluoro-2-methyl-1,3-benzoxazol-4-yl)methoxy]pyridin-2-yl}-1-methyl-1H-pyrrole-3-carboxylate FC=1C=C(C(=NC1)C1=CC(=CN1C)C(=O)OC)OCC1=CC(=CC2=C1N=C(O2)C)F